C(=O)C1=C2C(=NC(=C1)C(=O)OC)C(CC2)(C)O methyl 4-formyl-7-hydroxy-7-methyl-6,7-dihydro-5H-cyclopenta[b]pyridine-2-carboxylate